ClC=1C=C2C(=C3C1NC(NC31CCCCC1)=O)OC(=N2)CN2CCC(CC2)N(C)C 5-chloro-2-{[4-(dimethylamino)piperidin-1-yl]methyl}-7,8-dihydro-6H-spiro[[1,3]oxazolo[5,4-f]quinazoline-9,1'-cyclohexane]-7-one